COC=1C=C(C=C2CN(CC(C2=O)S(=O)(=O)C2=CC=C(C=C2)C#N)S(=O)(=O)C2=CC=C(C=C2)NC(C)=O)C=C(C1OC)OC 3-(3,4,5-trimethoxybenzylidene)-5-(4-cyanobenzenesulfonyl)-N-(4-acetamidobenzenesulfonyl)-4-piperidone